3-(6-(4-((1'-(2-((S)-1-(3-ethoxy-4-methoxyphenyl)-2-(methylsulfonyl)ethyl)-1-oxoisoindolin-5-yl)-[4,4'-bipiperidin]-1-yl)methyl)phenoxy)-1-methyl-1H-indazol-3-yl)-piperidine-2,6-dione C(C)OC=1C=C(C=CC1OC)[C@@H](CS(=O)(=O)C)N1C(C2=CC=C(C=C2C1)N1CCC(CC1)C1CCN(CC1)CC1=CC=C(OC2=CC=C3C(=NN(C3=C2)C)C2C(NC(CC2)=O)=O)C=C1)=O